(2R)-1-[(4aR,8aS)-3,4,4a,5,6,7,8,8a-octahydro-2H-quinolin-1-yl]-2-[(2,4-dimethoxyphenyl)methylamino]-3-(dimethylamino)propan-1-one N1(CCC[C@H]2CCCC[C@H]12)C([C@@H](CN(C)C)NCC1=C(C=C(C=C1)OC)OC)=O